BrC=1C(=NNC1)C=1C=C2C(=NC1)N(N=C2)COCC[Si](C)(C)C 5-(4-bromo-1H-pyrazol-3-yl)-1-((2-(trimethylsilyl)ethoxy)methyl)-1H-pyrazolo[3,4-b]pyridine